COC=1C=C(C=CC1)C#CC1=CC=C(OC2=C(N=NN2)C(=O)O)C=C1 5-(4-(2-(3-methoxyphenyl)ethynyl)phenoxy)-1H-1,2,3-triazole-4-carboxylic acid